3-chloro-2,6-difluoro-N-(6-fluoropyridin-2-yl)-4-(3-methoxy-3-((4-methoxypiperidin-1-yl)methyl)pyrrolidin-1-yl)benzenesulfonamide ClC=1C(=C(C(=CC1N1CC(CC1)(CN1CCC(CC1)OC)OC)F)S(=O)(=O)NC1=NC(=CC=C1)F)F